tert-butyl 4-(2-(4-(4-((2,6-dioxopiperidin-3-yl)amino)-2-fluorophenyl)piperidin-1-yl)ethyl)-4-hydroxypiperidine-1-carboxylate O=C1NC(CCC1NC1=CC(=C(C=C1)C1CCN(CC1)CCC1(CCN(CC1)C(=O)OC(C)(C)C)O)F)=O